di-tert-butyl 2-(2-(8-hydroxyimidazo[1,2-a]pyridin-5-yl)acetamido)succinate OC=1C=2N(C(=CC1)CC(=O)NC(C(=O)OC(C)(C)C)CC(=O)OC(C)(C)C)C=CN2